N-(2-iodoethyl)morpholine hydroiodic acid salt I.ICCN1CCOCC1